1-hydroxy-2-[(3S,4S)-3-[(4-methanesulfonylphenoxy)methyl]-4-methylpyrrolidin-1-ylethyl]benzonitrile OC1(C#N)C(C=CC=C1)CCN1C[C@H]([C@@H](C1)C)COC1=CC=C(C=C1)S(=O)(=O)C